C(=O)(O)N1C(CN(CC1)C(=O)O)CC N,N'-dicarboxyethyl-piperazine